ethyl (2,3-bis(stearoyloxy)propyl) phosphate P(=O)(OCC)(OCC(COC(CCCCCCCCCCCCCCCCC)=O)OC(CCCCCCCCCCCCCCCCC)=O)[O-]